(S)-1-(6-(trifluoromethyl)pyridin-3-yl)piperidin FC(C1=CC=C(C=N1)N1CCCCC1)(F)F